C(C)(C)(C)OC(=O)C(CN(C1=C(C=C(C=C1)[N+](=O)[O-])C[S@](=O)C)C)(C)C |r| (±)-2-methyl-1-(methyl-(2-(methylsulfinylmethyl)-4-nitrophenyl)amino)propan-2-ylcarboxylic acid tert-butyl ester